C1(=CC=C(C=C1)NC(=O)C=1N=C2N(C=C(C=C2)C2=NOC(=N2)C(F)(F)F)C1)C N-(p-tolyl)-6-(5-(trifluoromethyl)-1,2,4-oxadiazol-3-yl)imidazo[1,2-a]pyridine-2-carboxamide